Trans-N-(3-(5,7-dimethoxythiazolo[4,5-b]pyridin-6-yl)-1-((2-(trimethylsilyl)ethoxy)methyl)-1H-pyrrolo[2,3-b]pyridin-6-yl)-2-(hydroxymethyl)cyclopropane-1-carboxamide COC1=C(C(=C2C(=N1)N=CS2)OC)C2=CN(C1=NC(=CC=C12)NC(=O)[C@H]1[C@@H](C1)CO)COCC[Si](C)(C)C